(R)-1-(5-Fluoropyridin-3-yl)-2-((4-((1s,4R)-4-methoxycyclohexyl)-2-methylbutan-2-yl)amino)ethan-1-ol dihydrochloride Cl.Cl.FC=1C=C(C=NC1)[C@H](CNC(C)(CCC1CCC(CC1)OC)C)O